N1=CC=CC2=CC=C(C=C12)N1N=CN=C1CN 1-[1-(quinolin-7-yl)-1H-1,2,4-triazol-5-yl]methanamine